2,4,6-tris(3-(pyridin-3-yl)biphenyl-3-yl)-1,3,5-triazine N1=CC(=CC=C1)C1(CC(=CC=C1)C1=CC=CC=C1)C1=NC(=NC(=N1)C1(CC(=CC=C1)C1=CC=CC=C1)C=1C=NC=CC1)C1(CC(=CC=C1)C1=CC=CC=C1)C=1C=NC=CC1